3-iodo-6-methyl-6H-pyrrolo[2,3-d]pyridazine IC=1C=NC2=CN(N=CC21)C